(2,2,2-trifluoroethyl)benzo[b]thiophene 1-oxide FC(CC1=CC2=C(S1=O)C=CC=C2)(F)F